6-Methyl-6,7-dihydrobenzofuran-4(5H)-one CC1CC2=C(C=CO2)C(C1)=O